CNS(=O)(=O)C1=C(C=C(C(=O)OC)C=C1)[N+](=O)[O-] methyl 4-(methylsulfamoyl)-3-nitrobenzoate